8-(4,4-difluoropiperidinyl)-6-quinolinamine FC1(CCN(CC1)C=1C=C(C=C2C=CC=NC12)N)F